ClC1C(C(=C(C=C1C(C)C)C(C)C)C1=CC=CC=C1)(C(C)C)P(C1CCCCC1)C1CCCCC1 chloro(2-dicyclohexylphosphino-2,4,6-tri-i-propyl-1,1-biphenyl)